CC1(CN(CCN1)C=1C=C2C(NC(=NC2=CC1)C1=NN2C(C(=NC(=C2)C)C)=C1)=O)C 6-(3,3-dimethylpiperazin-1-yl)-2-(4,6-dimethylpyrazolo[1,5-a]pyrazin-2-yl)quinazolin-4(3H)-one